CN(C1=CC=[N+](C=C1)S(=O)(=O)[NH-])C ((4-(dimethylamino)pyridin-1-ium-1-yl)sulfonyl)amide